1-(4-phenoxyphenethyl)guanidine O(C1=CC=CC=C1)C1=CC=C(CCNC(=N)N)C=C1